NC1=NC(=CC(=N1)Cl)Cl amino-4,6-dichloropyrimidine